FC=1C=NC(=NC1)[C@]12CC[C@@H](C[C@@H]2C1)OC[C@@H]1N([C@@H](C[C@@H]1NS(=O)(=O)C)C)C(=O)OCC(C)(F)F 2,2-difluoropropyl (2R,3S,5R)-2-((((1S,3S,6R)-6-(5-fluoropyrimidin-2-yl)bicyclo[4.1.0]heptan-3-yl)oxy)methyl)-5-methyl-3-(methylsulfonamido)pyrrolidine-1-carboxylate